N1=CC(=CC=C1)C1=CC=CC2=C1C=C(O2)C(=O)O 4-(pyridin-3-yl)benzofuran-2-carboxylic acid